tert-butyl N-tert-butoxycarbonyl-N-[6-[[[(2S)-3-(3,4-difluorophenyl)-2-(2-trimethylsilylethoxycarbonylamino)propanoyl]amino]methyl]-1-isoquinolyl]carbamate C(C)(C)(C)OC(=O)N(C(OC(C)(C)C)=O)C1=NC=CC2=CC(=CC=C12)CNC([C@H](CC1=CC(=C(C=C1)F)F)NC(=O)OCC[Si](C)(C)C)=O